5-((3-((4-ethylphenyl)sulfonyl)-6-(trifluoromethoxy)quinolin-4-yl)amino)pentan-1-ol C(C)C1=CC=C(C=C1)S(=O)(=O)C=1C=NC2=CC=C(C=C2C1NCCCCCO)OC(F)(F)F